N1N=CC=2C1=NC=C(C2)C#CC=2C=C(C(=O)NC1=CC(=CC(=C1)N1C=NC(=C1)C)Cl)C=CC2C 3-(2-(1H-pyrazolo[3,4-b]pyridin-5-yl)ethynyl)-N-(3-chloro-5-(4-methyl-1H-imidazol-1-yl)phenyl)-4-methylbenzamide